FC(CCC(=O)O)F 4,4-difluorobutyric acid